4R-FLUORO-N6-ETHANIMIDOYL-L-LYSINE FC(C[C@@H](N)C(=O)O)CCNC(C)=N